C(C)C(CN1C2=CC=C(C=C2C2=CC(=C3C(=C12)C=CC=C3)C(C3=CC=C(C=C3)F)=O)C(C3=CC=C(C=C3)F)=O)CCCC 11-(2-ethylhexyl)-5,8-bis(4-fluorobenzoyl)-11H-benzo[a]carbazole